C(CCCCCCC)ON=C(CCCCCCCCC(=O)OCC(CCCCCC)CCCC)CCCCCCCCC(=O)OCC(CCCCCC)CCCC bis(2-butyloctyl) 10-octoxyiminononadecanedioate